2-(6-(methylcarbamoyl)pyridin-3-yl)-2,7-diazaspiro[3.5]nonane-7-carboxylic acid tert-butyl ester C(C)(C)(C)OC(=O)N1CCC2(CN(C2)C=2C=NC(=CC2)C(NC)=O)CC1